NC1=NC(=C2N=CN(C2=N1)[C@H]1C[C@H](C1)COP(=O)(OC1=CC(=CC=C1)Br)N[C@@H](C)C(=O)OC)OC methyl (((cis-3-(2-amino-6-methoxy-9H-purin-9-yl)cyclobutyl) methoxy)(3-bromophenoxy)phosphoryl)-L-alaninate